2,2-DICHLORO-ACETOACETIC ACID ClC(C(=O)O)(C(=O)C)Cl